O=C1N(CC2=CC(=CC=C12)O[C@H]1[C@H](CCCC1)N1CC(C1)OCC(F)(F)F)C1C(NC(CC1)=O)=O 3-(1-oxo-5-(((1R,2S)-2-(3-(2,2,2-trifluoroethoxy)azetidin-1-yl)cyclohexyl)oxy)isoindolin-2-yl)piperidine-2,6-dione